C1=[C-]C=C(C(=C1C(=O)O)S(=O)(=O)O)C(=O)O.[Na+] 5-sodiosulfoisophthalic acid